O[C@H]1C[C@H](C1)N1CCNC2=CC=C(C=C12)C#N 4-[cis-3-hydroxycyclobutyl]-1,2,3,4-tetrahydroquinoxaline-6-carbonitrile